CC=1C(N(C(C1C)=O)NC1=NC2=CC(=CC=C2C(=C1)CN1CC(CC1)NC(=O)OC(C)(C)C)Br)=O N-[1-({2-[(3,4-dimethyl-2,5-dioxoazolinyl)amino]-7-bromo(4-quinolyl)}methyl)pyrrolidin-3-yl](tert-butoxy)carboxamide